FC=1C=C(OCCN2CCC3(CC2)C(NC2=CC=C(C=C23)C#N)=O)C=CC1S(=O)(=O)C 1'-[2-(3-fluoro-4-methanesulfonylphenoxy)ethyl]-2-oxo-1,2-dihydrospiro[indole-3,4'-piperidine]-5-carbonitrile